N-tert-butoxycarbonyl-carbamate C(C)(C)(C)OC(=O)NC([O-])=O